(2R)-2-[(tert-butoxycarbonyl)-methylamino]-3-(4-hydroxyphenyl)propionic acid C(C)(C)(C)OC(=O)N([C@@H](C(=O)O)CC1=CC=C(C=C1)O)C